O[C@@]1(C(N(CC1)C)=O)C1=CC(=NO1)C1=NC(=CC(=C1)C(F)(F)F)C1=NC(=NC=C1)NC=1C=NN(C1)C (R)-3-Hydroxy-1-methyl-3-(3-(6-(2-((1-methyl-1H-pyrazol-4-yl)amino)pyrimidin-4-yl)-4-(trifluoromethyl)pyridin-2-yl)isoxazol-5-yl)pyrrolidin-2-one